9-(2-morpholinopropyl)-1-(trifluoromethyl)-9H-pyrido[3,4-b]indol-7-ol O1CCN(CC1)C(CN1C2=C(C3=CC=C(C=C13)O)C=CN=C2C(F)(F)F)C